2-Henicos-5-enylbenzene-1,3-diol C(CCCC=CCCCCCCCCCCCCCCC)C1=C(C=CC=C1O)O